[Na+].[Na+].P(=O)(=O)CC(=O)[O-].P(=O)(=O)CC(=O)[O-] phospho-acetic acid disodium salt